C(#N)[C@H]1N(CSC1)C(CNC(=O)C1=CC=NC2=CC=C(C=C12)N1C[C@H](CCCC1)F)=O N-(2-((R)-4-Cyanothiazolidin-3-yl)-2-oxoethyl)-6-((S)-3-fluoroazepan-1-yl)quinoline-4-carboxamide